OC(=O)C(F)(F)F.ClC1=CC(=C(C=C1)COC1=NC=C(C(=N1)C1CCNCC1)F)F 2-[(4-chloro-2-fluorophenyl)methoxy]-5-fluoro-4-(piperidin-4-yl)pyrimidine TFA salt